(R)- or (S)-1-(5-(4-(trifluoromethyl)phenyl)-5,6,6a,7,9,10-hexahydro-8H-pyrazino[1,2-a]pyrido[3,2-e]pyrazin-8-yl)ethan-1-one FC(C1=CC=C(C=C1)N1C[C@H]2N(C3=C1C=CC=N3)CCN(C2)C(C)=O)(F)F |o1:10|